dimethyl-[2,2'-bithiophene]-4,4'-dicarboxylic acid CC1=C(C(=C(S1)C=1SC=C(C1)C(=O)O)C)C(=O)O